2-(4-chlorophenyl)-3-methyl-2,3,5,6-tetrahydro-4H-1,3-thiazin-4-one 1,1-dioxide ClC1=CC=C(C=C1)C1S(CCC(N1C)=O)(=O)=O